(S,E)-4-(2-(1-Ethyl-3-(trifluoromethyl)-1H-pyrazol-4-yl)phenyl)-6-(4-((4-methyltetrahydro-2H-pyran-4-yl)amino)but-2-enoyl)-4,5,6,7-tetrahydrothieno[2,3-c]pyridine-2-carbonitrile C(C)N1N=C(C(=C1)C1=C(C=CC=C1)[C@H]1C2=C(CN(C1)C(\C=C\CNC1(CCOCC1)C)=O)SC(=C2)C#N)C(F)(F)F